2-(3-(4-(2-(4-chlorophenyl)but-3-yn-2-yl)thiazol-2-yl)ureido)ethanesulfonamide ClC1=CC=C(C=C1)C(C)(C#C)C=1N=C(SC1)NC(NCCS(=O)(=O)N)=O